Cl.C1=C(C=CC2=CC=CC=C12)C(=O)NC([C@@](N)(CCCNC(N)=N)C(C1=CC=CC=C1)=O)=O |r| alpha-benzoyl-DL-arginine-beta-naphthoyl amide hydrochloride